CN(C(=O)C1=NC(=C(N=C1C)NCCN1CCCC1)CC1=CC(=CC=C1)C)C N,N,3-trimethyl-6-(3-methylbenzyl)-5-((2-(pyrrolidin-1-yl)ethyl)amino)pyrazine-2-carboxamide